OC1=C(C=CC=C1)C=1C=C2N3CCN(C[C@@H]3CNC2=NN1)C1=NC=C(C=N1)C1CCN(CC1)C1CC2(C1)CCN(CC2)C(=O)OC(C)(C)C tert-butyl 2-[4-[2-[(10S)-4-(2-hydroxyphenyl)-1,5,6,8,12-pentazatricyclo[8.4.0.02,7]tetradeca-2,4,6-trien-12-yl]pyrimidin-5-yl]-1-piperidyl]-7-azaspiro[3.5]nonane-7-carboxylate